2'-(3-chloro-1H-pyrrolo[2,3-b]pyridin-5-yl)-N-ethyl-5',6'-dihydrospiro[azetidine-3,4'-pyrrolo[1,2-b]pyrazole]-1-carboxamide ClC1=CNC2=NC=C(C=C21)C=2C=C1N(N2)CCC12CN(C2)C(=O)NCC